sulfonylazide sodium salt [Na].S(=O)(=O)(N=[N+]=[N-])N=[N+]=[N-]